CC(C(=O)OCCl)(CCCCC(C(=O)OCCl)(C)C)C 1,8-Dichloromethyl 2,2,7,7-tetramethyloctanedioate